difluorocyanoindenedione FC=1C(=C2C(C(C(C2=CC1)=O)=O)C#N)F